6-(1-(8-(Cyclopropylmethyl)-8-azabicyclo[3.2.1]octan-3-yl)piperidin-4-yl)-7-fluoro-1-methyl-2-(4-(methylsulfonyl)phenyl)-1H-benzo[d]imidazol C1(CC1)CN1C2CC(CC1CC2)N2CCC(CC2)C=2C=CC1=C(N(C(=N1)C1=CC=C(C=C1)S(=O)(=O)C)C)C2F